Tert-butyl N-[(3R)-1-{2-[1-(cyclopropylmethyl)-1H-pyrrolo[2,3-b]pyridin-2-yl]-7-methanesulfonyl-1-methyl-1H-1,3-benzodiazole-5-carbonyl}piperidin-3-yl]carbamate C1(CC1)CN1C(=CC=2C1=NC=CC2)C2=NC1=C(N2C)C(=CC(=C1)C(=O)N1C[C@@H](CCC1)NC(OC(C)(C)C)=O)S(=O)(=O)C